(S)-6-(5-(aminomethyl)-2-oxoOxazolidin-3-yl)-2H-pyrido[3,2-b][1,4]Oxazin-3(4H)-one NC[C@H]1CN(C(O1)=O)C=1C=CC=2OCC(NC2N1)=O